[2-(4-Chlorophenyl)imidazo[1,2-a]pyridin-3-yl]methyl-N-(2,6-dichlorophenyl)-3,8-diazabicyclo[3.2.1]octane-8-carboxamide ClC1=CC=C(C=C1)C=1N=C2N(C=CC=C2)C1CC12CNCC(CC1)N2C(=O)NC2=C(C=CC=C2Cl)Cl